N-(trans-4-(2-(4-(2,5-dichloropyridin-4-yl)piperazin-1-yl)ethyl)cyclohexyl)-2-methoxyacetamide ClC1=NC=C(C(=C1)N1CCN(CC1)CC[C@@H]1CC[C@H](CC1)NC(COC)=O)Cl